ClC=1C=CC2=C(CC3(CC=4N2C(=NN4)C4CCC(CC4)(C(F)(F)F)OC)OCCO3)C1 8'-chloro-1'-[trans-4-methoxy-4-(trifluoromethyl)cyclohexyl]-4'H,6'H-spiro[1,3-dioxolane-2,5'-[1,2,4]triazolo[4,3-a][1]benzazepine]